Cl.Cl.C1(=CC=CC=C1)C1CN(CC1)CCSC=1NC2=CC=CC=C2CN1 2-((2-(3-phenylpyrrolidin-1-yl)ethyl)thio)-1,4-dihydroquinazoline dihydrochloride